7-amino-2,2-dimethyl-3-morpholino-2H-benzo[b][1,4]oxazine-6-carboxylic acid methyl ester COC(=O)C1=CC2=C(OC(C(=N2)N2CCOCC2)(C)C)C=C1N